N1(CCCC1)C(OC(C(=O)N)N1CCCC1)C(=O)N di(pyrrolidin-1-yl)diglycolamide